O[C@@H]1C[C@H](N(C1)C(C(C(C)C)C1=CC(=NO1)OCCCCCCC(=O)OCC)=O)C(NCC1=CC=C(C=C1)C1=C(N=CS1)C)=O Ethyl 7-((5-(1-((2S,4R)-4-hydroxy-2-((4-(4-methylthiazol-5-yl)benzyl)carbamoyl)pyrrolidin-1-yl)-3-methyl-1-oxobutan-2-yl)isoxazol-3-yl)oxy)heptanoate